C1(=CC=C(C=C1)CCN1CC(=CC=C1C(F)(F)F)C(=O)N)C 1-(p-tolylethyl)-6-(trifluoromethyl)-1,2-dihydropyridine-3-carboxamide